N1=NC=C(C=C1)N1N=CC2=CC(=CC=C12)C(=O)O 1-(pyridazin-4-yl)indazole-5-carboxylic acid